3-((1H-pyrrol-1-yl)methyl)-2,9-dimethyl-4H,6H-thieno[2,3-e][1,2,4]triazolo[3,4-c][1,4]oxazepine N1(C=CC=C1)CC1=C(SC=2N3C(COCC21)=NN=C3C)C